1-(3-(4-((3-chloro-2-fluorophenyl)amino)pyrido[3,2-d]pyrimidin-6-yl)tetrahydropyrimidin-1(2H)-yl)prop-2-en-1-one ClC=1C(=C(C=CC1)NC=1C2=C(N=CN1)C=CC(=N2)N2CN(CCC2)C(C=C)=O)F